(S)-2-(2'-chloro-5'-methoxy-6-methyl-[4,4'-bipyridine]-3-carboxamido)-N-((1s,3R)-3-hydroxycyclobutyl)-4,5,6,7-tetrahydrobenzo[d]thiazole-6-carboxamide ClC1=NC=C(C(=C1)C1=C(C=NC(=C1)C)C(=O)NC=1SC2=C(N1)CC[C@@H](C2)C(=O)NC2CC(C2)O)OC